FC(C(OC(F)(F)F)F)(OC1=CC=CC=C1)F (1,1,2-trifluoro-2-(trifluoromethoxy)ethoxy)benzene